C1CCN(CC1)CNC(=O)C2=NC=CN=C2 N-(piperidin-1-ylmethyl)pyrazine-2-carboxamide